(R)-N-(2-(4-cyanothiazolidin-3-yl)-2-oxoethyl)-6-(4-ethyl-4-hydroxypiperidin-1-yl)-quinoline-4-carboxamide C(#N)[C@H]1N(CSC1)C(CNC(=O)C1=CC=NC2=CC=C(C=C12)N1CCC(CC1)(O)CC)=O